ClC12CC(C1)(C2)C(CC(CCCC#N)(C)C)=O 7-(3-chlorobicyclo[1.1.1]pentan-1-yl)-5,5-dimethyl-7-oxoheptanenitrile